CC1=CC=C(C=N1)C(CN)C 2-(6-methylpyridin-3-yl)propan-1-amine